CN1C(C=C(C2=CC(=CC=C12)OC(C(=O)O)CC)C)(C)C ((1,2,2,4-tetramethyl-1,2-dihydroquinolin-6-yl)oxy)butanoic acid